NC[C@H](C1=CC(=CC=C1)Cl)NC(=O)C=1N=CN(C1)C1=NC(=NC=C1C)NC1CCOCC1 (S)-N-(2-Amino-1-(3-chlorophenyl)ethyl)-1-(5-methyl-2-((tetrahydro-2H-pyran-4-yl)-amino)pyrimidin-4-yl)-1H-imidazol-4-carboxamid